2-(1-((tert-butoxy)Carbonyl)piperidin-4-yl)acetic acid C(C)(C)(C)OC(=O)N1CCC(CC1)CC(=O)O